[In].[Sb]=O.[Sn] tin-antimony oxide indium